C(C)[N+](C)(C)CCOC ethyl(2-methoxyethyl)-dimethylammonium